FC1=C(CN2N=NC(=C2)C(=O)N)C=CC=C1 1-(2-fluorobenzyl)-1H-1,2,3-triazole-4-carboxamide